(1R,3S)-3-(3-{[(3,5-difluorophenyl)acetyl]-amino}-1H-pyrazol-5-yl)-cyclopentyl[(2ξ)-2-hydroxybutyl]carbamate FC=1C=C(C=C(C1)F)CC(=O)NC1=NNC(=C1)[C@@H]1C[C@@H](CC1)N(C([O-])=O)CC(CC)O